(5-amino-3-(4-chlorobenzyl)-2-mercapto-6-oxo-3,6-dihydropyrimidin-4-yl)carbamic acid tert-butyl ester C(C)(C)(C)OC(NC=1N(C(=NC(C1N)=O)S)CC1=CC=C(C=C1)Cl)=O